C(#N)C1=C(C=C(OCC2=CC(=NC=C2)C2=CC(=C(C(=O)NCCO)C=C2)C)C=C1)F 4-[4-(4-cyano-3-fluorophenoxymethyl)pyridin-2-yl]-N-(2-hydroxyethyl)-2-methylbenzamide